IC=1SC2=C(C1C#N)C=CC=C2 2-iodobenzothiophene-3-carbonitrile